myristic acid potassium salt [K+].C(CCCCCCCCCCCCC)(=O)[O-]